(1H-benzotriazol-1-yl)(1-pyrrolidinylmethylene)pyrrolidinium hexafluorophosphate F[P-](F)(F)(F)(F)F.N1(N=NC2=C1C=CC=C2)C2[N+](CCC2)=CN2CCCC2